3-bromo-N,N-dimethyl-pyridin-4-amine BrC=1C=NC=CC1N(C)C